ClC=1C=C(C=CC1O)/C=C/C(=O)C1=CC=C(C=C1)N(C)C (E)-3-(3-Chloro-4-hydroxyphenyl)-1-[4-(dimethylamino)phenyl]prop-2-en-1-one